6-cyclopropyl-7-fluoro-3-hydroxy-3-(4-(trifluoromethoxy)phenyl)indol-2-one C1(CC1)C1=CC=C2C(C(NC2=C1F)=O)(C1=CC=C(C=C1)OC(F)(F)F)O